O1C(OCC1)C1=C(C=NC=C1)N 4-(1,3-dioxolan-2-yl)pyridin-3-amine